N[C@@H](CCC(=O)O)C(=O)CCNC([C@@H](N)CCC(=O)NCC)=O Theanine, Glutamylethylamide